tert-butyl (1R,5S)-3-(4-amino-6-(((2R,7aS)-2-fluorotetrahydro-1H-pyrrolizin-7a(5H)-yl)methoxy)-1,3,5-triazin-2-yl)-3,8-diazabicyclo[3.2.1]octane-8-carboxylate NC1=NC(=NC(=N1)OC[C@]12CCCN2C[C@@H](C1)F)N1C[C@H]2CC[C@@H](C1)N2C(=O)OC(C)(C)C